2-(2-{[2-(4,5-difluoro-1H-1,3-benzodiazol-2-yl)ethyl]amino}ethyl)-N-[(3-fluoropyridin-2-yl)methyl]-1,3-oxazole-4-carboxamide FC1=C(C=CC=2NC(=NC21)CCNCCC=2OC=C(N2)C(=O)NCC2=NC=CC=C2F)F